C(C1=CC=CC=C1)OC=1C(=CN(C1)C(=O)OC(C)(C)C)CCN[C@@H]1C[C@H](CC1)NC1=NC=C(C(=N1)C1=CNC2=CC(=CC=C12)C(=O)OC)C(F)(F)F methyl 3-(2-(((1S,3S)-3-((2-((3S,4R)-4-(benzyloxy)-1-(t-butyloxycarbonyl)pyrrol-3-yl)ethyl)amino)cyclopentyl)amino)-5-(trifluoromethyl)pyrimidin-4-yl)-1H-indole-6-formate